8-isopropyl-2-(pyridazin-3-yl)-5-(4-(trifluoromethyl)benzyl)-2,5,8-triazaspiro[3.5]nonane-6,9-dione C(C)(C)N1CC(N(C2(CN(C2)C=2N=NC=CC2)C1=O)CC1=CC=C(C=C1)C(F)(F)F)=O